C(C)(C)(C)N(C(O)=O)C1=NC(=CC=C1)COCCC1=CC(=C(C(=C1)C1=NC=CC=N1)OC)N.ClC=1C(=NC(=NC1)NC=1C=C(C(=O)N2CC(NCC2)=O)C=CC1)NCC1=CC(=CC=C1)F 4-[3-({5-chloro-4-[(3-fluorobenzyl)amino]pyrimidin-2-yl}amino)benzoyl]piperazin-2-one tert-Butyl-(6-((3-amino-4-methoxy-5-(pyrimidin-2-yl)phenethoxy)methyl)pyridin-2-yl)carbamate